FC1=C(C#N)C=C(C(=C1)C1=NC=C(N=C1)N(C)[C@H]1[C@H]([C@@H]2CC[C@H](C1)N2)F)O 2-fluoro-4-(5-{[(1S,2S,3R,5R)-2-fluoro-8-azabicyclo[3.2.1]octan-3-yl](methyl)amino}pyrazin-2-yl)-5-hydroxybenzonitrile